tert-Butyl (3R)-9-benzyl-11,11-difluoro-3-methyl-1,3,4,7,8,9,10,11-octahydro-2H-pyrido-[4',3':3,4]pyrazolo[1,5-d][1,4]diazepine-2-carboxylate C(C1=CC=CC=C1)N1CCN2C(C(C1)(F)F)=C1C(=N2)C[C@H](N(C1)C(=O)OC(C)(C)C)C